C(C)(C)(C)C1=CC=C(C=C1)C1=C2CCCC2=C(C=2C=C(CC12)C)C1=CC=C(C=C1)C(C)(C)C 4,8-bis(4-tert-butylphenyl)-6-methyl-1,2,3,5-tetrahydro-s-indacene